3-[5-[(1-acetylpyrrolidin-3-yl)oxy]-6-methylpyrazin-2-yl]-1H-indazole-7-carbonitrile C(C)(=O)N1CC(CC1)OC=1N=CC(=NC1C)C1=NNC2=C(C=CC=C12)C#N